N[C@@H](CCCCN)C(=O)OC methyl L-lysinate